[N+](=O)([O-])C1=C(C=CC=C1)C1C=2N(NCC1)C(=C(N2)C2=CC=C(C=C2)OC2=CC=CC=C2)C(=O)O 8-(2-nitrophenyl)-2-(4-phenoxyphenyl)-5,6,7,8-tetrahydroimidazo[1,2-b]pyridazine-3-carboxylic acid